C(=O)(O)[N+]1=C(C=C(C=C1)C1=CC=[N+](C=C1)C(=O)O)CC N,N'-dicarboxyethyl-4,4'-bipyridinium